C(C1=CC=CC=C1)C=1C=C2C(=NNC2=CC1)\C=C\C1=NC=CC=C1 (E)-5-benzyl-3-(2-(pyridin-2-yl)ethenyl)-1H-indazole